N-([2-[(azetidine-1-sulfonyl)amino]pyrimidin-4-yl]methyl)-5-(6-ethoxypyrazin-2-yl)pyridine-2-carboxamide N1(CCC1)S(=O)(=O)NC1=NC=CC(=N1)CNC(=O)C1=NC=C(C=C1)C1=NC(=CN=C1)OCC